C1(CC1)C=1N=CN(C1)C1N(C(C2=CC=CC(=C2C1)F)=O)C1=NC(=CC=C1)C1=NN=CN1C(C)C (4-cyclopropyl-1H-imidazol-1-yl)-5-fluoro-2-(6-(4-isopropyl-4H-1,2,4-triazol-3-yl)pyridin-2-yl)-3,4-dihydroisoquinolin-1(2H)-one